6'-fluorospiro[azetidine-3,3'-indoline] FC1=CC=C2C3(CNC2=C1)CNC3